(2S)-2-[[benzyloxycarbonyl-[2-(1-benzylpyrazol-4-yl)-2-oxo-ethyl]amino]methyl]pyrrolidine-1-carboxylic acid tert-butyl ester C(C)(C)(C)OC(=O)N1[C@@H](CCC1)CN(CC(=O)C=1C=NN(C1)CC1=CC=CC=C1)C(=O)OCC1=CC=CC=C1